indolo[3,2,1-jk]carbazol-10-ylboronic acid C1=C2C=3C=CC(=CC3N3C2=C(C=C1)C1=CC=CC=C13)B(O)O